ethyl 2,4,6-trimethylbenzoyl-phosphonate CC1=C(C(=O)P(OCC)([O-])=O)C(=CC(=C1)C)C